4-Benzyloxy-5-[6,7-difluoro-4-[(4-methoxyphenyl)methylsulfanyl]-1-(p-tolylsulfonyl)indol-5-yl]oxy-2-fluoro-benzonitrile C(C1=CC=CC=C1)OC1=CC(=C(C#N)C=C1OC=1C(=C2C=CN(C2=C(C1F)F)S(=O)(=O)C1=CC=C(C=C1)C)SCC1=CC=C(C=C1)OC)F